NC1=NC=CC(=C1)C=1OC=C(N1)C(=O)NC=1C(=CC2=C(CC(O2)(C)C)C1)N1CCN(CC1)CC(F)F 2-(2-Aminopyridin-4-yl)-N-(6-(4-(2,2-difluoroethyl)piperazin-1-yl)-2,2-dimethyl-2,3-dihydrobenzofuran-5-yl)oxazole-4-carboxylic acid amide